OC(COC(N(C1=NC=C(N=C1)C=1C=NC(=NC1)OC)[C@@H]1CC[C@H](CC1)NC(=O)OC(C)(C)C)=O)(C)C (trans-4-((tert-butoxycarbonyl)amino)cyclohexyl)(5-(2-methoxypyrimidin-5-yl)pyrazin-2-yl)carbamic acid 2-hydroxy-2-methylpropyl ester